FC1(CC(C1)C1=CC(=CC(=N1)C)N[C@H](C)C1=CC(=CC=C1)S(F)(F)(F)(F)F)F (R)-6-(3,3-difluorocyclobutyl)-2-methyl-4-((1-(3-(pentafluorosulfanyl)phenyl)ethyl)amino)pyridin